ClCC1=C2C(=NC(=C1)C)ON=C2N 4-(chloromethyl)-6-methylisoxazolo[5,4-b]pyridin-3-amine